C1=NC=C(C2=CC=CC=C12)NC(C1=C(C=CC(=C1)C(F)(F)F)OC)=O N-(isoquinolin-4-yl)-2-methoxy-5-(trifluoromethyl)benzamide